7-fluoro-4-oxo-chromene-2-carboxamide FC1=CC=C2C(C=C(OC2=C1)C(=O)N)=O